2-(benzo[d]oxazol-2-ylmethyl)-6-(5-(5-chloropyridin-3-yl)-1,3,4-thiadiazol-2-yl)pyridazin-3(2H)-one O1C(=NC2=C1C=CC=C2)CN2N=C(C=CC2=O)C=2SC(=NN2)C=2C=NC=C(C2)Cl